ClC=1C=C(C=CC1F)C=1N=NN(N1)C1CCN(CC1)C(CC1=NC=NN1C)=O 1-(4-(5-(3-chloro-4-fluorophenyl)-2H-tetrazol-2-yl)piperidin-1-yl)-2-(1-methyl-1H-1,2,4-triazol-5-yl)ethan-1-one